1-(4-ethylphenyl)-3-(2-hydroxy-5-nitrophenyl)thiourea C(C)C1=CC=C(C=C1)NC(=S)NC1=C(C=CC(=C1)[N+](=O)[O-])O